amino-5-((2-(1-(3-hydroxypropyl)-2-oxo-1,2-dihydropyridin-3-yl)ethyl)amino)-2-methyl-3-propylpyrazolo[1,5-a]pyrimidine-6-carbonitrile NC1=C(C(=NC=2N1N=C(C2CCC)C)NCCC=2C(N(C=CC2)CCCO)=O)C#N